R-cyclohexadiene C1=CC=CCC1